N-[2-[4-[[4-[3-[(2,6-dioxo-3-piperidyl)amino]-2-fluoro-phenyl]-1-piperidyl]methyl]cyclohexyl]-7-isopropoxy-imidazo[1,2-a]pyridin-6-yl]-6-(trifluoromethyl)pyridine-2-carboxamide O=C1NC(CCC1NC=1C(=C(C=CC1)C1CCN(CC1)CC1CCC(CC1)C=1N=C2N(C=C(C(=C2)OC(C)C)NC(=O)C2=NC(=CC=C2)C(F)(F)F)C1)F)=O